C1(=CC=CC=C1)C(C(CC1=CC=CC=C1)O)O 1,3-diphenyl-propylene glycol